4-chlorophenylacetyl chloride ClC1=CC=C(C=C1)CC(=O)Cl